9-bromo-8,10-difluoro-5,5-dimethyl-5,6-dihydropyrazolo[1,5-c]quinazoline BrC1=C(C=2C=3N(C(NC2C=C1F)(C)C)N=CC3)F